((1R,3R)-3-(((tert-butyldiphenylsilyl)oxy)methyl)cyclobutyl)methanol [Si](C1=CC=CC=C1)(C1=CC=CC=C1)(C(C)(C)C)OCC1CC(C1)CO